C[C@H]1N(CCN(C1)C)[C@@H](C(=O)NC=1C=CC=C2C(=CNC12)C1=NC(=NC=C1F)NC1=C(C(=CC=C1)S(=O)(=O)C)F)COC (R)-2-((R)-2,4-dimethylpiperazin-1-yl)-N-(3-(5-fluoro-2-((2-fluoro-3-(methyl-sulfonyl)phenyl)amino)pyrimidin-4-yl)-1H-indol-7-yl)-3-methoxypropanamide